C(C)(C)(C)OC(=O)N1C2CN(CC1CC2)C2CNC(CC2)[N+](=O)[O-] 3-(6-nitropiperidin-3-yl)-3,8-diazabicyclo[3.2.1]octane-8-carboxylic acid tert-butyl ester